tert-butyl (5-chloro-3-cyclopropylpyrazolo[1,5-a]pyrimidin-7-yl)((1-(pyridin-2-yl)-1H-imidazol-4-yl)methyl)carbamate ClC1=NC=2N(C(=C1)N(C(OC(C)(C)C)=O)CC=1N=CN(C1)C1=NC=CC=C1)N=CC2C2CC2